2,3-difluoro-4-((1S,2S)-2-(4,4,5,5-tetramethyl-1,3,2-dioxaborolan-2-yl)cyclopropyl)benzonitrile FC1=C(C#N)C=CC(=C1F)[C@@H]1[C@H](C1)B1OC(C(O1)(C)C)(C)C